naphthyl(phenanthrenyl)fluoranthene C1(=CC=CC2=CC=CC=C12)C1=C(C=2C3=CC=CC=C3C3=CC=CC(=C1)C23)C2=CC=CC=3C1=CC=CC=C1C=CC23